4'-(3-hydroxypropoxy)-4''-(pyrrolidin-1-yl)-3''-(trimethylmethylsilyl)-[1,1':3',1''-terphenyl]-4-carboxylic acid OCCCOC1=C(C=C(C=C1)C1=CC=C(C=C1)C(=O)O)C1=CC(=C(C=C1)N1CCCC1)[SiH2]C(C)(C)C